C1(CC1)C(=O)NC1=NC=C(C(=O)N)C(=C1)NC1=C(C(=CC=C1)C=1C=NN(C1)[C@H]1COC[C@H]1OC)OC 6-(cyclopropanecarboxamido)-4-((2-methoxy-3-(1-((3S,4S)-4-methoxytetrahydrofuran-3-yl)-1H-pyrazol-4-yl)phenyl)amino)nicotinamide